3-[7-(aminocarbonyl)-2H-indazol-2-yl]-1-propylpiperidinium trifluoroacetate FC(C(=O)[O-])(F)F.NC(=O)C1=CC=CC2=CN(N=C12)C1C[NH+](CCC1)CCC